6-[8-(1,3-benzothiazol-2-ylcarbamoyl)-3,4-dihydroisoquinolin-2(1H)-yl]-3-{2-methyl-3-[methyl-(phenyl)amino]phenyl}pyridine-2-carboxylic acid tert-butyl ester C(C)(C)(C)OC(=O)C1=NC(=CC=C1C1=C(C(=CC=C1)N(C1=CC=CC=C1)C)C)N1CC2=C(C=CC=C2CC1)C(NC=1SC2=C(N1)C=CC=C2)=O